2-(1-methyl-1H-imidazo[1,2-b]pyrazole-7-carbonyl)-2-azaspiro[3.3]heptan-6-yl(2-methyl-5-(trifluoromethyl)phenyl)carbamate CN1C=CN2N=CC(=C21)C(=O)N2CC1(C2)CC(C1)N(C([O-])=O)C1=C(C=CC(=C1)C(F)(F)F)C